FC=1C=C(C=C(C1)F)/C=C/C(=O)N=[N+]=[N-] (E)-3-(3,5-difluorophenyl)acryloyl azide